Cl.ClC=1C(=NC(=NC1)NC1=C(C=C(C(=C1)C=1C=NN(C1)C)N1CCNCC1)C)NC=1C(=C2N=CC=NC2=CC1)P(C)(C)=O (6-((5-chloro-2-((2-methyl-5-(1-methyl-1H-pyrazol-4-yl)-4-(piperazine-1-yl)phenyl)amino)pyrimidin-4-yl)amino)quinoxalin-5-yl)dimethylphosphine oxide hydrochloride